C5-bromo-1-(4-fluorophenyl)-6-methyl-1H-benzo[d][1,2,3]triazole BrC1=CC2=C(N(N=N2)C2=CC=C(C=C2)F)C=C1C